NC1=C(C(=C2N(C1=O)C(CO2)C(=O)O)C2=CC(=CC=C2)C(F)(F)F)CC2=CC=CC1=CC=CC=C21 6-amino-7-(naphthalen-1-ylmethyl)-5-oxo-8-(3-(trifluoromethyl)phenyl)-2,3-dihydro-5H-oxazolo[3,2-a]pyridine-3-carboxylic acid